N[S@@](=O)(=NC(C1=CC=CC=C1)(C1=CC=CC=C1)C1=CC=CC=C1)C=1C=NN2C1OCC2 |r| racemic-7-(S-amino-N-trityl-sulfonimidoyl)-2,3-dihydropyrazolo[5,1-b]oxazole